(4R)-tert-butyl 5-(3-(4-aminobutanamido)-4-hydroxyphenyl)-4-((tert-butoxycarbonyl) amino)-2-methylpentanoate NCCCC(=O)NC=1C=C(C=CC1O)C[C@@H](CC(C(=O)OC(C)(C)C)C)NC(=O)OC(C)(C)C